2-(5-(4-(aminomethyl)-1-oxo-1,2-dihydrophthalazin-6-yl)pyridin-3-yl)terephthalonitrile NCC1=NNC(C2=CC=C(C=C12)C=1C=C(C=NC1)C1=C(C#N)C=CC(=C1)C#N)=O